N-((S)-4-methyl-1-oxo-1-(((S)-1-oxo-3-((S)-2-oxopyrrolidin-3-yl)propan-2-yl)amino)-pentan-2-yl)-1H-indole-2-carboxamide CC(C[C@@H](C(N[C@H](C=O)C[C@H]1C(NCC1)=O)=O)NC(=O)C=1NC2=CC=CC=C2C1)C